C(C)OC(C(C(=O)OCC)C1=NC=C(C=C1[N+](=O)[O-])Br)=O 2-(5-bromo-3-nitropyridin-2-yl)malonic acid diethyl ester